OC=1C(=NC(=CN1)C1=CC=C(C=C1)C)C(=O)NCC(=O)O (3-hydroxy-6-(4-methylphenyl)pyrazine-2-carbonyl)glycine